4-[3-[2,6-Dichloro-4-(3,3-dimethoxyazetidin-1-yl)benzoyl]-2,4-dihydro-1,3-benzoxazin-8-yl]-5-fluoro-2-(3-oxa-8-azabicyclo[3.2.1]oct-8-yl)benzoic acid ClC1=C(C(=O)N2COC3=C(C2)C=CC=C3C3=CC(=C(C(=O)O)C=C3F)N3C2COCC3CC2)C(=CC(=C1)N1CC(C1)(OC)OC)Cl